tert-Butyl 10-((4-benzoyl-2-oxopiperazin-1-yl)methyl)-10-hydroxy-7-azaspiro[4.5]decane-7-carboxylate C(C1=CC=CC=C1)(=O)N1CC(N(CC1)CC1(CCN(CC12CCCC2)C(=O)OC(C)(C)C)O)=O